COC(=O)C=1N(C=CC1)CC1=C(C=CC=C1)CBr.CC=1C(=C(C=C(C1)C)C(CCC)C1=C(C(=CC(=C1)C)C)O)O 1,1-bis-(3,5-dimethyl-2-hydroxyphenyl)butane methyl-1-(2-(bromomethyl)benzyl)-1H-pyrrole-2-carboxylate